(R)-2-amino-6-borono-2-(hydroxymethyl)hexanoic acid N[C@](C(=O)O)(CCCCB(O)O)CO